OC=1CC=CC=C(C1)C(C)C 2-hydroxy-4-isopropyl-2,4,6-cycloheptatriene